N-acetyl-alpha-D-quinovosamine C(C)(=O)N[C@H]1[C@@H](O)O[C@@H]([C@H]([C@@H]1O)O)C